C1(CCCC1)C1=C(C=NC=2N1N=CC2)NC(=O)NC=2C=C(C(=NC2)C2=NOC(=N2)CCCC(=O)OCC)C Ethyl 4-{3-[5-({[(7-cyclopentylpyrazolo[1,5-a]pyrimidin-6-yl)amino]carbonyl}amino)-3-methylpyridin-2-yl]-1,2,4-oxadiazol-5-yl}butanoate